5-(3-chloro-4-hydroxybenzamido)-N-(2-methoxyphenethyl)-2-methylthiazole-4-carboxamide ClC=1C=C(C(=O)NC2=C(N=C(S2)C)C(=O)NCCC2=C(C=CC=C2)OC)C=CC1O